COC(C(C)C1=CC2=C(C=CO2)C=C1C#N)=O 2-(5-cyanobenzofuran-6-yl)propionic acid methyl ester